ethyl 3-(3,5-dichlorophenyl)-8-(morpholin-4-yl)-2-(trifluoromethyl)imidazo[1,2-b]pyridazine-7-carboxylate ClC=1C=C(C=C(C1)Cl)C1=C(N=C2N1N=CC(=C2N2CCOCC2)C(=O)OCC)C(F)(F)F